1,7-Dibromo-8-chloro-5-(2-methylpyridin-3-yl)imidazo[1,2-a]Quinoxaline-4(5H)-on BrC1=CN=C2N1C1=CC(=C(C=C1N(C2=O)C=2C(=NC=CC2)C)Br)Cl